C(C)(C)(C)OC(=O)N[C@@H](CCC(=O)OC(C)(C)C)C(=O)NCCCN1C=2N(C3=CC=C(C=C3C1=O)F)C(NN2)=S tert-butyl (S)-4-((tert-butoxycarbonyl)amino)-5-((3-(7-fluoro-5-oxo-1-thioxo-1,2-dihydro-[1,2,4]triazolo[4,3-a]quinazolin-4(5H)-yl)propyl)amino)-5-oxopentanoate